4-AMINO-3,3-DIMETHYLBUTANOIC ACID NCC(CC(=O)O)(C)C